N1N=C(C=C1)CC=1SC2=C(N(C=3C(N(N=CC32)CC3=CC=CC(=N3)C(=O)N)=O)C)N1 6-((2-((1H-pyrazol-3-yl)methyl)-4-methyl-5-oxo-4H-thiazolo[5',4':4,5]pyrrolo[2,3-d]pyridazin-6(5H)-yl)methyl)picolinamide